Iridium hydroxid [Ir](O)(O)O